4-fluoro-N-[4-fluoro-5-[2-(4-hydroxy-4-methylpiperidin-1-yl)pyrimidin-5-yl]-2-[rac-(3R,5S)-3,4,5-trimethylpiperazin-1-yl]phenyl]-2-(trifluoromethyl)benzamide FC1=CC(=C(C(=O)NC2=C(C=C(C(=C2)C=2C=NC(=NC2)N2CCC(CC2)(C)O)F)N2C[C@H](N([C@H](C2)C)C)C)C=C1)C(F)(F)F |r|